3-((13S,15R,E)-3-fluoro-17-(hydroxyimino)-13-methyl-7,8,9,11,12,13,14,15,16,17-decahydro-6H-cyclopenta[a]phenanthren-15-yl)-N-(5-methylisoxazol-3-yl)propanamide FC=1C=CC=2C3CC[C@@]4(/C(/C[C@H](C4C3CCC2C1)CCC(=O)NC1=NOC(=C1)C)=N/O)C